4-(5-methoxy-1,3-benzooxazol-2-yl)-N1-methyl-2,7-naphthyridin-1,6-diamine COC=1C=CC2=C(N=C(O2)C2=CN=C(C3=CN=C(C=C23)N)NC)C1